(1-((1-methyl-1H-pyrazol-4-yl)sulfonyl)piperidin-4-yl)-5-(trifluoromethyl)pyrimidin-2-amine CN1N=CC(=C1)S(=O)(=O)N1CCC(CC1)C1=NC(=NC=C1C(F)(F)F)N